D-ribofuranosyl-1H-1,2,4-triazole-3-carboxamide C1([C@H](O)[C@H](O)[C@H](O1)CO)N1N=C(N=C1)C(=O)N